(19S)-10-(aminomethyl)-19-ethyl-19-hydroxy-6,7-dimethoxy-17-oxa-3,13-diazapentacyclo[11.8.0.02,11.04,9.015,20]henicosa-1(21),2,4(9),5,7,10,15(20)-heptaene-14,18-dione NCC=1C=2C=C(C(=CC2N=C2C3=CC=4[C@@](C(OCC4C(N3CC12)=O)=O)(O)CC)OC)OC